COC=1C=C(C=C(C1)C#CC1=NC=CC=C1)NC(=O)C=1C=C2CCC(NC2=CC1)=O N-(3-METHOXY-5-(PYRIDIN-2-YLETHYNYL)PHENYL)-2-OXO-1,2,3,4-TETRAHYDROQUINOLINE-6-CARBOXAMIDE